monoethyl 3,5-di-tert-butyl-4-hydroxybenzylphosphonate C(C)(C)(C)C=1C=C(CP(OCC)([O-])=O)C=C(C1O)C(C)(C)C